C[C@H]1C([C@H]1C)C(=O)O (1r,2R,3S)-2,3-dimethylcyclopropanecarboxylic acid